C1(=CC=CC=C1)C1=C(C(=NN=N1)C1=C(C=CC=2SC3=C(C21)C=CC=C3)C3=CC=CC=C3)C3=NC2=C(C(=C3C)C)C=3C=CC=CC3C2 phenyl(dimethylindenopyridineyl)(phenyldibenzothiophenyl)triazine